4-(benzyloxy)-N-(1-(3-fluorophenyl)-6-oxo-1,6-dihydropyridin-3-yl)benzamide C(C1=CC=CC=C1)OC1=CC=C(C(=O)NC2=CN(C(C=C2)=O)C2=CC(=CC=C2)F)C=C1